C(C)(C)[N-]C(C)(C)C N-(i-propyl)-N-(tert-butyl)amide